5-({[1-(2-Chloro-4-fluorophenyl)cyclopropyl]carbonyl}amino)-2-(1-cyclobutyl-1H-pyrazol-4-yl)benzoic acid ClC1=C(C=CC(=C1)F)C1(CC1)C(=O)NC=1C=CC(=C(C(=O)O)C1)C=1C=NN(C1)C1CCC1